ClC1=NC=C(C=N1)OCC(=O)O 2-(2-chloropyrimidin-5-yl)oxyacetic acid